6-chloro-8,8-dimethyl-1,3-diphenyl-8H-indeno[1,2-c]thiophene ClC1=CC=2C(C=3C(=C(SC3C3=CC=CC=C3)C3=CC=CC=C3)C2C=C1)(C)C